4'-chloro-9'-(4-oxocyclohexyl)-5'H-spiro[cyclohexane-1,7'-indolo[1,2-a]quinazolin]-5'-one ClC=1C=2C(N=C3N(C2C=CC1)C1=CC=C(C=C1C31CCCCC1)C1CCC(CC1)=O)=O